2-(4,4-difluoropiperidin-1-yl)-6-methoxy-7-(3-(pyrrolidin-1-yl)prop-1-yn-1-yl)-N-(pyrrolidin-3-yl)quinazolin-4-amine FC1(CCN(CC1)C1=NC2=CC(=C(C=C2C(=N1)NC1CNCC1)OC)C#CCN1CCCC1)F